OC(CC)O 1-hydroxy-n-propanol